C(CCCCCCCCCCCCCCC)[Te](=O)(=O)CCCCCCCCCCCCCCCC Dicetyltellurone